tert-butyl 6-(1H-benzo[d]imidazol-4-yl)-2,6-diazaspiro[3.3]heptane-2-carboxylate N1C=NC2=C1C=CC=C2N2CC1(CN(C1)C(=O)OC(C)(C)C)C2